OCCNC(C1=CC(=C(C=C1)NCC#CC=1N(C2=CC=CC(=C2C1)NC1CCN(CC1)C)CC(F)(F)F)OC)=O N-(2-hydroxyethyl)-3-methoxy-4-[(3-{4-[(1-methylpiperidin-4-yl)amino]-1-(2,2,2-trifluoroethyl)-1H-indol-2-yl}prop-2-yn-1-yl)amino]benzamide